N-(2-bromo-4-iodo-phenyl)-N-t-butoxycarbonyl-carbamic acid BrC1=C(C=CC(=C1)I)N(C(O)=O)C(=O)OC(C)(C)C